N-(5-(cyclopropylethynyl)-1,3,4-thiadiazol-2-yl)-2-(2-(difluoromethyl)-5-methoxypyridin-4-yl)-4-(methyl-(5-methyl-1,3,4-oxadiazol-2-yl)amino)benzamide C1(CC1)C#CC1=NN=C(S1)NC(C1=C(C=C(C=C1)N(C=1OC(=NN1)C)C)C1=CC(=NC=C1OC)C(F)F)=O